methyl 2-methyl-4H-[1,3]thiazolo[4,5-b]indole-7-carboxylate CC=1SC2=C(NC=3C=CC(=CC23)C(=O)OC)N1